2,2-dimethyl-4-oxo-9-thioxo-3,13,16-trioxa-5,8,10-triazanonadecane CC(C)(OC(NCCNC(NCCOCCOCCC)=S)=O)C